NC(C1=CC(=C(C(=C1)C(=O)NC)NC(=O)C1=CC(=NN1C1=NC=CC=C1Cl)Br)C)=S N-[4-(aminothioxo-methyl)-2-methyl-6-[(methylamino)carbonyl]phenyl]-3-bromo-1-(3-chloro-2-pyridinyl)-1H-pyrazole-5-carboxamide